COC1=C(C=CC(=C1)OC)CNC1=NN=C(C2=CC(=CC=C12)C1=C(C=C(C(=C1)B1O[C@]2([C@@H]3C([C@H](C[C@H]2O1)C3)(C)C)C)OC)N3N=CC=C3)C N-[(2,4-dimethoxyphenyl)methyl]-6-[4-methoxy-2-pyrazol-1-yl-5-[(1S,2S,6R,8S)-2,9,9-trimethyl-3,5-dioxa-4-boratricyclo[6.1.1.02,6]decan-4-yl]phenyl]-4-methyl-phthalazin-1-amine